C1(CC1)C1=NNC(=C1)NC(CC=1C=NN(C1)C1=CC(=C(C=C1)F)C)=O N-(3-cyclopropyl-1H-pyrazol-5-yl)-2-(1-(4-fluoro-3-methyl-phenyl)-1H-pyrazol-4-yl)acetamide